CC1N(CCC(C1)(C)C1=NOC(=N1)[C@H]1[C@H](C1)F)C(=O)NC1=C(C=CC=C1C1=NOC(=N1)C(C)C)F methyl-N-(2-fluoro-6-(5-isopropyl-1,2,4-oxadiazol-3-yl)phenyl)-4-(5-((1S,2S)-2-fluorocyclopropyl)-1,2,4-oxadiazol-3-yl)-4-methylpiperidine-1-carboxamide